CN1C=CC(=C(C1=O)C(=O)O)OC The molecule is a member of methylpyridines and a pyridone. It derives from a nicotinic acid. It is a conjugate acid of a 4-methoxy-1-methyl-2-oxo-1,2-dihydropyridine-3-carboxylate.